C(C)(=O)N1CC2(CN(C2)CC2=C(C(=NC=C2)C=2C=C3CN(C(C3=CC2)=O)C2C(NC(CC2)=O)=O)F)CC1 3-(5-(4-((6-acetyl-2,6-diazaspiro[3.4]octan-2-yl)methyl)-3-fluoropyridin-2-yl)-1-oxoisoindolin-2-yl)piperidine-2,6-dione